NC1=C2C=NC(=NC2=CC(=C1F)C1=C(C2=C(OCCN2)N=C1)C)NC=1C=NN(C1)C12CC(C1)(C2)C(=O)OC methyl 3-(4-{[5-amino-6-fluoro-7-(8-methyl-2,3-dihydro-1H-pyrido[2,3-b][1,4]oxazin-7-yl)quinazolin-2-yl]amino}-1H-pyrazol-1-yl)bicyclo[1.1.1]pentane-1-carboxylate